N-[2-[1-[2-[4-[4-(2,6-dioxo-3-piperidyl)phenyl]-1-piperidyl]acetyl]pyrrolidin-3-yl]-7-isopropoxy-imidazo[1,2-a]pyridin-6-yl]-6-(trifluoromethyl)pyridine-2-carboxamide O=C1NC(CCC1C1=CC=C(C=C1)C1CCN(CC1)CC(=O)N1CC(CC1)C=1N=C2N(C=C(C(=C2)OC(C)C)NC(=O)C2=NC(=CC=C2)C(F)(F)F)C1)=O